BrC1=CC2=C(C=C1)NC=1C2=CC=C2C3=CC(=CC=C3NC12)Br 3,8-dibromo-11,12-dihydroindolo[2,3-a]carbazole